COC(=O)C=1C=C2N=C(C=3N(C2=CC1)N=CC3)Cl.ClC=3C(=NC(=NC3)NC3CCOCC3)C3=CC=C1CN(C(C1=C3)=O)CC(=O)NC3(CC3)C3=CC=CC=C3 2-(6-{5-chloro-2-[(oxacyclohex-4-yl)amino]pyrimidin-4-yl}-1-oxo-2,3-dihydro-1H-isoindol-2-yl)-N-(1-phenylcyclopropyl)acetamide methyl-4-chloropyrazolo[1,5-a]quinoxaline-7-carboxylate